6-[3-[2-hydroxy-2-[1-(trifluoromethyl)cyclopropyl]ethoxy]pyrazol-1-yl]pyridine-3-carboxamide OC(COC1=NN(C=C1)C1=CC=C(C=N1)C(=O)N)C1(CC1)C(F)(F)F